6-(2-Methoxyethoxy)-2,2-dimethyl-N-(6-(1-methyl-1H-pyrazol-4-yl)pyridin-2-yl)-2,3-dihydrofuro[2,3-b]pyridine-5-carboxamide COCCOC1=C(C=C2C(=N1)OC(C2)(C)C)C(=O)NC2=NC(=CC=C2)C=2C=NN(C2)C